C(C)(C)(C)C=1C=C(C=CC1)C=1C=CC(=NC1)N 5-(3-tert-butylphenyl)pyridin-2-amine